C(C)(C)(C)OC(=O)N1CCN(CC1)C1=C(C=CC(=C1)C=1C=NC=CC1C#N)[N+](=O)[O-] 4-(5-(4-cyanopyridin-3-yl)-2-nitrophenyl)piperazine-1-carboxylic acid tert-butyl ester